N-[3-fluoro-4-[(7-methoxy-1,5-naphthyridin-4-yl)oxy]phenyl]-5-(4-fluorophenyl)-2-methyl-4-oxo-1-(2,2,2-trifluoroethyl)pyridine-3-carboxamide FC=1C=C(C=CC1OC1=CC=NC2=CC(=CN=C12)OC)NC(=O)C1=C(N(C=C(C1=O)C1=CC=C(C=C1)F)CC(F)(F)F)C